ClC=1C=CC=2C3CC[C@@]4(/C(/C[C@H](C4C3CCC2C1)CCC(=O)NC1=NC=C(C=C1)C#N)=N/O)C 3-((13S,15R,E)-3-chloro-17-(hydroxyimino)-13-methyl-7,8,9,11,12,13,14,15,16,17-decahydro-6H-cyclopenta[a]phenanthren-15-yl)-N-(5-cyanopyridin-2-yl)propanamide